(3S)-3-(2,3-difluorophenyl)-3-methoxypyrrolidine FC1=C(C=CC=C1F)[C@@]1(CNCC1)OC